racemic-3-(4-(1H-benzo[d][1,2,3]triazol-5-yl)piperidin-1-yl)-1-(4-methylbenzyl)pyrrolidin-2-one N1N=NC2=C1C=CC(=C2)C2CCN(CC2)[C@H]2C(N(CC2)CC2=CC=C(C=C2)C)=O |r|